FC1=C2[C@H](CCOC2=CC(=C1)F)OC1=CC(=CC=2N(C(=NC21)C)P(OC(C)C)(OC(C)C)=O)C(N(C)C)=O diisopropyl (S)-(4-((5,7-difluorochroman-4-yl)oxy)-6-(dimethylcarbamoyl)-2-methyl-1H-benzo[d]imidazole-1-yl)phosphonate